C(C)(C)(C)OC([C@H](CCC(=O)NCCOCCOCCOCCOCCOCCOCCOCCOCCC(=O)O)NC(CN1C(C=CC1=O)=O)=O)=O 1-[(4S)-5-(tert-butoxy)-4-[2-(2,5-dioxopyrrol-1-yl)acetamido]-5-oxopentanamido]-3,6,9,12,15,18,21,24-octaoxaheptacosan-27-oic acid